NC1=C(C(=O)O)C(=CC(=C1F)Br)C 2-amino-4-bromo-3-fluoro-6-methylbenzoic acid